N1(CCC1)CCCC1=CC(=C(OCCCC2=C(N=C(S2)N2CCCC3=C2N=NC(=C3C)NC=3SC2=C(N3)C=CC=C2)C(=O)O)C=C1)F [3-[4-[3-(azetidin-1-yl)propyl]-2-fluoro-phenoxy]propyl]-2-[3-(1,3-benzothiazol-2-ylamino)-4-methyl-6,7-dihydro-5H-pyrido[2,3-c]pyridazin-8-yl]thiazole-4-carboxylic acid